(1S,2S)-N-(5-(5-chloro-6-fluoro-7-isopropoxy-1H-indazol-4-yl)pyrazolo[1,5-a]pyridin-2-yl)-2-fluorocyclopropane-1-carboxamide ClC=1C(=C2C=NNC2=C(C1F)OC(C)C)C1=CC=2N(C=C1)N=C(C2)NC(=O)[C@H]2[C@H](C2)F